N5-(3-(3,3-Difluoropiperidin-4-yl)propyl)-N7-methyl-3-phenyl-2,3-dihydrobenzofuran-5,7-dicarboxamid FC1(CNCCC1CCCNC(=O)C=1C=C(C2=C(C(CO2)C2=CC=CC=C2)C1)C(=O)NC)F